5-{8-fluoro-6-hydroxy-2-[(pyridin-2-yl)methyl]-1,2,3,4-tetrahydroisoquinolin-7-yl}-1λ6,2,5-thiadiazolidine-1,1,3-trione FC=1C(=C(C=C2CCN(CC12)CC1=NC=CC=C1)O)N1CC(NS1(=O)=O)=O